NC=1C=C(C(=NC1)OCC(=O)N(C)C)C(F)F ((5-amino-3-(difluoromethyl)pyridin-2-yl)oxy)-N,N-dimethylacetamide